C(C)(C)(C)OC(=O)NCC1=CC=C(C=C1)NC(NC1=CC=C(C=C1)CC(=O)O)=O 2-(4-(3-(4-(((tert-butoxycarbonyl)amino)methyl)phenyl)ureido)phenyl)acetic acid